CC=1N(C(SC1C)=NC(=O)C1C(C1(C)C)(C)C)C(C(C(C([2H])([2H])OS(=O)(=O)C1=CC=C(C=C1)C)([2H])[2H])([2H])[2H])([2H])[2H] 4-(4,5-Dimethyl-2-((2,2,3,3-tetramethylcyclopropane-1-carbonyl)-imino)thiazol-3(2H)-yl)butyl-1,1,2,2,3,3,4,4-d8-4-methylbenzenesulfonate